5-[(1R,5S)-8-tert-butoxycarbonyl-3,8-diazabicyclo-[3.2.1]octan-3-yl]-2-methyl-benzoic acid C(C)(C)(C)OC(=O)N1[C@H]2CN(C[C@@H]1CC2)C=2C=CC(=C(C(=O)O)C2)C